N-(2-(6-(6-(difluoromethyl)imidazo[1,2-b]pyridazin-3-yl)pyrimidin-4-yl)-2-azaspiro[4.4]nonan-7-yl)methanesulfonamide FC(C=1C=CC=2N(N1)C(=CN2)C2=CC(=NC=N2)N2CC1(CC2)CC(CC1)NS(=O)(=O)C)F